CC(C=O)CC1=CC=C(C=C1)C(C)C 2-Methyl-3-(4-isopropyl-phenyl)propanal